NC1=C(C=C(C=C1)C1=NN(C=N1)C1=CC(N(C=C1)CC(F)(F)F)=O)F 4-(3-(4-amino-3-fluorophenyl)-1H-1,2,4-triazol-1-yl)-1-(2,2,2-trifluoroethyl)pyridin-2(1H)-one